N1[C@H](CCC1)C(=O)OC methyl (2R)-pyrrolidine-2-carboxylate